5-(3-Bromo-2-methylphenyl)-2-((3-fluoroazetidin-1-yl)methyl)benzo[d]oxazole-7-carbonitrile BrC=1C(=C(C=CC1)C=1C=C(C2=C(N=C(O2)CN2CC(C2)F)C1)C#N)C